The molecule is a N-acyl-D-amino acid, a D-arginine derivative, a member of guanidines, a heteroarenecarboxylate ester and a member of indoles. It has a role as a metabolite. C1=CC(=CC=C1C(=O)N[C@H](CCCN=C(N)N)C(=O)O)OC(=O)C2=CNC3=C2C=CC(=C3)O